FC(C1(N=N1)C1=CC=C(C=C1)CC(=O)OCCC1=CC=C(C=C1)C1(N=N1)C(F)(F)F)(F)F 4-(3-(Trifluoromethyl)-3H-diazirin-3-yl)phenethyl 2-(4-(3-(trifluoromethyl)-3H-diazirin-3-yl)phenyl)acetat